6-((3s,4s)-4-amino-3-methyl-2-oxa-8-azaspiro[4.5]decan-8-yl)-3-(3,4-dichloro-2-methyl-2H-indazol-5-yl)-1H-pyrazolo[3,4-d]pyrimidine-4-carbonitrile-4-d N[C@@H]1[C@@H](OCC12CCN(CC2)C2=NC(C=1C(=N2)NNC1C1=C(C2=C(N(N=C2C=C1)C)Cl)Cl)(C#N)[2H])C